N-(tertbutyldimethylsilyl)-1-(difluoromethyl)-4-fluoro-1H-pyrazole-3-sulfonamide C(C)(C)(C)[Si](NS(=O)(=O)C1=NN(C=C1F)C(F)F)(C)C